Vinylphenyl-tris(trimethylsiloxy)silane [2-[4-[[2-(4-chlorophenyl)-5-(2-oxopyrrolidin-1-yl)phenyl]methoxy]-2-fluorophenyl]cyclohexyl]3H-benzimidazole-5-carboxylate ClC1=CC=C(C=C1)C1=C(C=C(C=C1)N1C(CCC1)=O)COC1=CC(=C(C=C1)C1C(CCCC1)OC(=O)C1=CC2=C(N=CN2)C=C1)F.C(=C)C1=C(C=CC=C1)[Si](O[Si](C)(C)C)(O[Si](C)(C)C)O[Si](C)(C)C